2-(6-(((1R,3S,5S)-8-azabicyclo[3.2.1]oct-3-yl)oxy)pyridazin-3-yl)-5-(1-methyl-1H-pyrazol-4-yl)phenol [C@H]12CC(C[C@H](CC1)N2)OC2=CC=C(N=N2)C2=C(C=C(C=C2)C=2C=NN(C2)C)O